N[C@H](C(=O)N[C@@H](C(=O)N[C@H](CCCCN)C1=NC(=NO1)CC1=CC=CC=C1)CC1=C(C=C(C=C1C)O)C)CCCNC(=N)N (S)-2-amino-N-((R)-1-(((R)-5-amino-1-(3-benzyl-1,2,4-oxadiazol-5-yl)pentyl)amino)-3-(4-hydroxy-2,6-dimethylphenyl)-1-oxopropan-2-yl)-5-guanidino-pentanamide